(1,4)oxazin-4-amine O1C=CN(C=C1)N